C(CCCCCCC\C=C/CCCCCCCC)(=O)C(CCCCCCC\C=C/CCCCCCCC(=O)N(C(C(OC)(CCCN)C)(C)C)C(CCCCCCC\C=C/CCCCCCCC)=O)C(CCCCCCC\C=C/CCCCCCCC)=O dioleoyl-tetramethyl-aminopropyl-dioleoyl-ethanolamine